ClC=1C=CC=C2C(C(=C(OC12)C1=CC=C(OCCOCC(=O)O)C=C1)O)=O 2-[2-[4-(8-chloro-3-hydroxy-4-oxo-chromen-2-yl)phenoxy]ethoxy]acetic acid